The molecule is an amino trisaccharide comprised of an N-acetylated glucosamine residue, sulfated on O-6, between two galactosyl residues. It is an intermediate in the keratan sulfate degradation pathway. It has a role as a mouse metabolite. It is an amino trisaccharide and an oligosaccharide sulfate. CC(=O)N[C@@H]1[C@H]([C@@H]([C@H](O[C@H]1O[C@H]2[C@H]([C@H](OC([C@@H]2O)O)CO)O)COS(=O)(=O)O)O[C@H]3[C@@H]([C@H]([C@H]([C@H](O3)CO)O)O)O)O